1-{[3-(2-chlorophenyl)-2-(2,4-difluorophenyl)oxetan-2-yl]methyl}-1H-1,2,4-triazol-5-ylthiocyanate ClC1=C(C=CC=C1)C1C(OC1)(C1=C(C=C(C=C1)F)F)CN1N=CN=C1SC#N